2-benzhydryl-4,6-dimethylphenol C(C1=CC=CC=C1)(C1=CC=CC=C1)C1=C(C(=CC(=C1)C)C)O